C(CCCCCCCCCC(CCCCCCCCCCC)(C(=O)OC(C)(C)C)C(=O)OC(C)(C)C)C(=O)OCC1=CC=CC=C1 1-Benzyl 11,11-di-tert-butyl docosane-1,11,11-tricarboxylate